5-((2-((3R,4R)-3-amino-4-fluoro-1-piperidinyl)-4,6-difluoro-1H-benzimidazol-1-yl)methyl)-2-pyrazinecarbonitrile N[C@@H]1CN(CC[C@H]1F)C1=NC2=C(N1CC=1N=CC(=NC1)C#N)C=C(C=C2F)F